N-(5-((5-Cyano-4-(1-cyclopropyl-1H-pyrrolo[2,3-b]pyridin-3-yl)pyrimidin-2-yl)amino)-2-((2-(dimethylamino)ethyl)(methyl)amino)-4-methoxyphenyl)acrylamide C(#N)C=1C(=NC(=NC1)NC=1C(=CC(=C(C1)NC(C=C)=O)N(C)CCN(C)C)OC)C1=CN(C2=NC=CC=C21)C2CC2